BrC1=CC=2C(=NC=CC2)N1COCC[Si](C)(C)C 2-Bromo-1-((2-(trimethylsilyl)ethoxy)methyl)-1H-pyrrolo[2,3-b]pyridine